5-hydroxy-1-(4-sulfophenyl)-4-(4-sulfophenylazo)-1H-pyrazole OC1=C(C=NN1C1=CC=C(C=C1)S(=O)(=O)O)N=NC1=CC=C(C=C1)S(=O)(=O)O